3-[(CYCLOPROPYLMETHYL)AMINO]PROPANOIC ACID C1(CC1)CNCCC(=O)O